6-((2R,3S,4S,5R)-3-(3,4-Difluoro-2-methoxyphenyl)-4,5-dimethyl-5-(trifluoromethyl)tetrahydrofuran-2-yl)-3-isopropoxy-2-methylpyridin-4(1H)-one FC=1C(=C(C=CC1F)[C@H]1[C@@H](O[C@]([C@H]1C)(C(F)(F)F)C)C1=CC(C(=C(N1)C)OC(C)C)=O)OC